5-((S)-2-hydroxypropyl)-1-(3-((tetrahydro-2H-pyran-2-yl)oxy)propyl)indoline-7-carbonitrile O[C@H](CC=1C=C2CCN(C2=C(C1)C#N)CCCOC1OCCCC1)C